N1(CCNCC1)C=1C=CC(=NC1)NC=1N=CC2=C(N1)C(=NC(=C2)C(C)O)N2CCCCC2 1-[2-[(5-piperazin-1-ylpyridin-2-yl)amino]-8-piperidin-1-ylpyridino[3,4-d]pyrimidin-6-yl]ethanol